C1(CCC1)C=1N=NSC1CN1CC2(C1)CNC2 4-cyclobutyl-5-(2,6-diazaspiro[3.3]heptan-2-ylmethyl)thiadiazole